5-((pyridin-2-yloxy)methyl)-2-oxabicyclo[3.1.1]heptan N1=C(C=CC=C1)OCC12CCOC(C1)C2